NC1=C(N=CC(=N1)N1CCC2(CC1)[C@@H](C1=CC=C(C=C1C2)Br)N)SC2=C(C(=NC=C2)N)Cl (S)-1'-(6-amino-5-((2-amino-3-chloropyridin-4-yl)thio)pyrazin-2-yl)-5-bromo-1,3-dihydrospiro[indene-2,4'-piperidin]-1-amine